O.Cl.N[C@@H](CC(=O)O)C(=O)O L-aspartic acid hydrochloride monohydrate